ClC=1N=C(C2=C(N1)C(=C(N=C2)Cl)F)N2CC1(CC(C1)O)CCC2 (2s,4r)-6-(2,7-dichloro-8-fluoropyrido[4,3-d]pyrimidin-4-yl)-6-azaspiro[3.5]nonan-2-ol